2-(4-((4-(azetidin-3-ylmethoxy)-5-chloropyrimidin-2-yl)amino)-3-methyl-1H-pyrazol-1-yl)-2-methylpropanenitrile N1CC(C1)COC1=NC(=NC=C1Cl)NC=1C(=NN(C1)C(C#N)(C)C)C